C1(=CC=C(C=C1)[C@@]1(CC(O[C@@H]1C(O)C1=CC=C(C=C1)C)Cl)O)C 3,5-di(p-tolyl)-2-deoxy-ribofuranosyl chloride